4-[4-[(1R)-2-amino-1-hydroxyethyl]pyrazol-1-yl]-3-[2-methyl-6-[4-(trifluoromethyl)piperidin-1-yl]pyrimidin-4-yl]oxybenzonitrile NC[C@H](O)C=1C=NN(C1)C1=C(C=C(C#N)C=C1)OC1=NC(=NC(=C1)N1CCC(CC1)C(F)(F)F)C